ClC1=CC=C(NC2=C(C(=NC(=N2)OCC(C)(C)O)N2CC(C2)(O)C)[N+](=O)[O-])C=C1 1-[6-(4-chloroanilino)-2-(2-hydroxy-2-methyl-propoxy)-5-nitro-pyrimidin-4-yl]-3-methyl-azetidin-3-ol